C(C)N1CC(=CC=C1CN1CC2=CC=CC=C2C1)OCC1CCN(CC1)S(=O)(=O)C 1-ethyl-6-(isoindolin-2-ylmethyl)-3-((1-(methylsulfonyl)piperidin-4-yl)methoxy)pyridin